3-(4-morpholinoanilino)pyrazine 4-hydroxy-3-(5-(1-((2-(trimethylsilyl)ethoxy)methyl)-1H-tetrazol-5-yl)pyridin-3-yl)phenyl-cyclohexylcarbamate OC1=C(C=C(C=C1)N(C(O)=O)C1CCCCC1)C=1C=NC=C(C1)C1=NN=NN1COCC[Si](C)(C)C.O1CCN(CC1)C1=CC=C(NC=2C=NC=CN2)C=C1